C1=CC=CC=2C=CC=3C4=C(SC3C12)C=CC=C4 Benzo(B)naphtho(2,1-D)thiophene